COC1=C(CNO)C=CC(=C1)OC N-(2,4-dimethoxybenzyl)hydroxylamine